6,6-diethyl-2,8-dimethyl-6,8-dihydro-3H-pyrrolo[3,2-g]quinazoline-4,7-dione C(C)C1(C(N(C2=C1C=C1C(NC(=NC1=C2)C)=O)C)=O)CC